(R)-1'-(5-Amino-1-cyclohexyl-1H-pyrazole-4-carbonyl)-6-chloro-5-fluorospiro[benzo[d][1,3]oxazine-4,3'-piperidin]-2(1H)-one NC1=C(C=NN1C1CCCCC1)C(=O)N1C[C@@]2(CCC1)C1=C(NC(O2)=O)C=CC(=C1F)Cl